((R)-1-(4-(ethylsulfonyl)phenyl)-2-hydroxyethyl)-6-((2S)-2-((2-fluoroethoxy)methyl)-4-(4-(trifluoromethyl)phenyl)pyrrolidin-1-yl)nicotinamide C(C)S(=O)(=O)C1=CC=C(C=C1)[C@@H](CO)C1=C(C(=O)N)C=CC(=N1)N1[C@@H](CC(C1)C1=CC=C(C=C1)C(F)(F)F)COCCF